5-(2-propenyl)-isoxazolone C(C=C)C1=CC(NO1)=O